N1CC(C1)OC1=NN(C=C1)C (azetidin-3-yloxy)-1-methyl-1H-pyrazole